1-(3-((R)-4-acryloylmorpholin-3-yl)-5-chlorophenyl)-3-aminopyrrolidin-2-one C(C=C)(=O)N1[C@@H](COCC1)C=1C=C(C=C(C1)Cl)N1C(C(CC1)N)=O